2-[[1-[(2,5-difluorophenyl)methyl]piperidin-4-yl]methyl]-6-(2,4-dimethyl-1,3-thiazol-5-yl)pyridazin-3-one FC1=C(C=C(C=C1)F)CN1CCC(CC1)CN1N=C(C=CC1=O)C1=C(N=C(S1)C)C